CC1(OB(OC1(C)C)C1=CC2C(N(CC2)C(=O)OC(C)(C)C)C1)C tert-butyl 5-(4,4,5,5-tetramethyl-1,3,2-dioxaborolan-2-yl)-3,3a,6,6a-tetrahydrocyclopenta[b]pyrrole-1(2H)-carboxylate